3-(3-Chloropyridin-2-yl)-3-oxopropanenitrile ClC=1C(=NC=CC1)C(CC#N)=O